C(C1=CC=CC=C1)OC1=NN(C(=C1I)C(=O)OC)COCC[Si](C)(C)C methyl 3-(benzyloxy)-4-iodo-1-((2-(trimethylsilyl)ethoxy)methyl)-1H-pyrazole-5-carboxylate